4-phenoxyacetoxy-5'-bromo-2'-methoxychalcone O(C1=CC=CC=C1)CC(=O)OC1=CC=C(C=C1)\C=C\C(=O)C1=C(C=CC(=C1)Br)OC